CC1=NC(=CC(=N1)C(C)N)OCC(F)(F)F 1-(2-methyl-6-(2,2,2-trifluoroethoxy)pyrimidin-4-yl)ethan-1-amine